C1(=CC=CC=C1)[P+](C1=CC=CC2=CC=CC=C12)(C1=CC=CC=C1)C1=CC=CC=C1 triphenyl-(1-naphthyl)phosphonium